cyclohexenyl-cyclopentyl-phosphinic acid C1(=CCCCC1)P(O)(=O)C1CCCC1